5-(benzylsulfanyl)-2-chloro-4-fluoropyridine C(C1=CC=CC=C1)SC=1C(=CC(=NC1)Cl)F